(5-bromoimidazo[1,2-a]pyridin-2-yl)-2-fluorocyclopropanecarboxamide BrC1=CC=CC=2N1C=C(N2)C2(C(C2)F)C(=O)N